3-(5-[N-diethylaminosulfonyl-aminocarbonyl]-4-chloro-2-fluorophenyl)-2,4-dioxo-1-methyl-6-(trifluoromethyl)-1,2,3,4-tetrahydropyrimidine C(C)N(S(=O)(=O)NC(=O)C=1C(=CC(=C(C1)N1C(N(C(=CC1=O)C(F)(F)F)C)=O)F)Cl)CC